C(C)(C)(C)OC(=O)N1C2(COC2)CC(C1)(C)C#C 7-ethynyl-7-methyl-2-oxa-5-azaspiro[3.4]octane-5-carboxylic acid tert-butyl ester